6-[4-amino-1-(3-hydroxy-3-methyl-cyclopentyl)pyrazolo[3,4-d]pyrimidin-3-yl]-N-methyl-1H-indole-2-carboxamide NC1=C2C(=NC=N1)N(N=C2C2=CC=C1C=C(NC1=C2)C(=O)NC)C2CC(CC2)(C)O